(5S,7S)-2-(4-fluorophenyl)-7-hydroxy-5-phenyl-2,5,6,7-tetrahydro-3H-pyrrolo[2,1-c][1,2,4]triazol-3-one FC1=CC=C(C=C1)N1N=C2N(C1=O)[C@@H](C[C@@H]2O)C2=CC=CC=C2